(3S,4S)-N,N-Diethyl-3-fluoropiperidin-4-amine C(C)N([C@@H]1[C@H](CNCC1)F)CC